COC(C1=CC(=C(C(=C1)N)OC1=CC=CC=C1)N)=O.C(C1=CC=CC=C1)(=O)CC(=O)NC(=O)C Benzoyl-diacetamide methyl-3,5-diamino-4-phenoxybenzoate